O1OC=CC=C1 dioxinIn